C1CCC2=C(C=CC=C12)C1=C(C=C2C(=N1)C(=NN2)C=2C=CC(=NC2)C2(CCN(CC2)C(CO)=O)C#N)OC 4-(5-(5-(2,3-dihydro-1H-inden-4-yl)-6-methoxy-1H-pyrazolo[4,3-b]pyridin-3-yl)pyridin-2-yl)-1-(2-hydroxyacetyl)piperidine-4-carbonitrile